(2S,4R)-1-((S)-2-amino-3,3-dimethylbutanoyl)-4-hydroxy-N-(2-hydroxy-4-(4-methylthiazol-5-yl)benzyl)pyrrolidine-2-carboxamide N[C@H](C(=O)N1[C@@H](C[C@H](C1)O)C(=O)NCC1=C(C=C(C=C1)C1=C(N=CS1)C)O)C(C)(C)C